2-((4-chlorobenzyl)thio)benzo[d]oxazole-5-carboxylic acid ClC1=CC=C(CSC=2OC3=C(N2)C=C(C=C3)C(=O)O)C=C1